FC1=C(C(=CC(=C1)CNC=1SC=CN1)O)N1CC(NS1(=O)=O)=O 5-(2-fluoro-6-hydroxy-4-((thiazol-2-ylamino)methyl)phenyl)-1,2,5-thiadiazolidin-3-one 1,1-dioxide